C=CC1=CC=C(C=C1)CC(=O)O p-styreneacetic acid